N-(4-(5-(difluoromethyl)-1,3,4-oxadiazol-2-yl)benzyl)-2-(4-(2-methoxyethyl)piperazin-1-yl)-N-phenylethane-1-sulfonamide FC(C1=NN=C(O1)C1=CC=C(CN(S(=O)(=O)CCN2CCN(CC2)CCOC)C2=CC=CC=C2)C=C1)F